O-(3,6-dioxadodecyl)-glucopyranose C(COCCOCCCCCC)OC1[C@H](O)[C@@H](O)[C@H](O)[C@H](O1)CO